The molecule is a tetrasaccharide derivative consisting of D-glucitol having an N-acetyl-beta-D-glucosaminyl-(1->3)-[N-acetyl-beta-D-glucosaminyl-(1->6)]-beta-D-galactosyl group attached at the 4-position. It is a tetrasaccharide derivative and a glucosamine oligosaccharide. It derives from a D-glucitol. CC(=O)N[C@@H]1[C@H]([C@@H]([C@H](O[C@H]1OC[C@@H]2[C@@H]([C@@H]([C@H]([C@@H](O2)O[C@H]([C@@H](CO)O)[C@@H]([C@H](CO)O)O)O)O[C@H]3[C@@H]([C@H]([C@@H]([C@H](O3)CO)O)O)NC(=O)C)O)CO)O)O